NC1=C2N=CN(C2=NC(=N1)F)[C@H]1C[C@@H]([C@@](O1)(C#C)CO[P@](=O)(O[C@H](C(=O)OCCCCCCCCC)C)N[C@@H](CC1=CC=CC=C1)C(=O)OCCCCCCCCC)O Nonyl ((S)-(((2R,3S,5R)-5-(6-amino-2-fluoro-9H-purin-9-yl)-2-ethynyl-3-hydroxytetrahydrofuran-2-yl)methoxy) (((S)-1-(nonyloxy)-1-oxopropan-2-yl)oxy)phosphoryl)-L-phenylalaninate